NC=1C(=NNC1N)C 4,5-diamino-3-methyl-pyrazole